[Si](C)(C)(C(C)(C)C)OC=1C=C(C=C(C1O[Si](C)(C)C(C)(C)C)O[Si](C)(C)C(C)(C)C)CO [3,4,5-Tris[[tert-butyl(dimethyl)silyl]oxy]phenyl]methanol